1-((S)-2-((tert-butyldimethylsilyl)oxy)-1-(3-chlorophenyl)ethyl)-4-(6-fluoro-3-(2-methylpyridin-4-yl)-1-(tetrahydro-2H-pyran-2-yl)-1H-indazol-5-yl)pyridin-2(1H)-one [Si](C)(C)(C(C)(C)C)OC[C@H](C1=CC(=CC=C1)Cl)N1C(C=C(C=C1)C=1C=C2C(=NN(C2=CC1F)C1OCCCC1)C1=CC(=NC=C1)C)=O